ClC=1C=C(C=CC1OC)[C@@H](C)NC(C1=C(C=CC(=C1)N1CCN(CC1)C)C)=O N-[(1R)-1-(3-Chloro-4-methoxy-phenyl)ethyl]-2-methyl-5-(4-methylpiperazin-1-yl)benzamide